N-Boc-5-oxo-octahydrocyclopenta[c]pyrrole C(=O)(OC(C)(C)C)N1CC2C(C1)CC(C2)=O